nitrogen bis[2-(2-imidazolin-2-yl)propane] dihydrochloride Cl.Cl.N1C(=NCC1)C(C)C.N1C(=NCC1)C(C)C.[N]